BrC1=CC2=C(N(C1=O)C1=CC=C(C=C1)I)N=C(S2)OCC 6-bromo-2-ethoxy-4-(4-iodophenyl)thiazolo[4,5-b]pyridin-5(4H)-one